C1(=CC=C(C=C1)C[C@@H](NC(CCC(N[C@@H](CCCCNC(OC(C)(C)C)=O)C(=O)OC(C)(C)C)=O)=O)C[C@H](C(=O)OCC)C)C1=CC=CC=C1 Ethyl (10S,17S,19R)-17-([1,1'-biphenyl]-4-ylmethyl)-10-(tert-butoxycarbonyl)-2,2,19-trimethyl-4,12,15-trioxo-3-oxa-5,11,16-triazaicosan-20-oate